BrC1=CC=C2C(=NN(C2=C1F)C1OCCCC1)I 6-Bromo-7-fluoro-3-iodo-1-(tetrahydro-2H-pyran-2-yl)-1H-indazole